BrC=1C=NN(C1)CCCCC=1NC2=C(C=C(C=C2C1C#N)F)F [4-(4-bromopyrazol-1-yl)butyl]-5,7-difluoroindole-3-carbonitrile